CC(C(=O)O)CNCCC 2-METHYL-3-(PROPYLAMINO)PROPANOIC ACID